ClC=1C=CC(=C(C(=O)O)C1)NC(=O)N(C)CC1CCC(CC1)(F)F 5-chloro-2-(3-((4,4-difluorocyclohexyl)methyl)-3-methylureido)benzoic acid